[Cl-].[Cl-].C1(=CC=CC2=CC=CC=C12)C(=[Zr+2](C1=C(C(=CC=2C3=CC(=C(C=C3CC12)C(C)(C)C)C(C)(C)C)C(C)(C)C)C(C)(C)C)C1C=CC=C1)C1=CC(=CC=C1)Cl naphthyl(m-chlorophenyl)methylene(cyclopentadienyl)(2,3,6,7-tetra-tert-butylfluorenyl)zirconium dichloride